CC1=NNC(=C1C1=CC=C(NC([C@H]([C@H]2CCC3=CC=CC=C23)NC(=O)C=2N(N=CC2)C)=O)C=C1)C N-[(1S)-2-[4-(3,5-dimethyl-1H-pyrazol-4-yl)anilino]-1-[(1S)-indan-1-yl]-2-oxo-ethyl]-2-methyl-pyrazole-3-carboxamide